tert-butyl 4-(2-bromo-3-isopropyl-1H-indol-5-yl)-2-oxopiperidine-1-carboxylate BrC=1NC2=CC=C(C=C2C1C(C)C)C1CC(N(CC1)C(=O)OC(C)(C)C)=O